FC1=CC=C(C=C1)C#CC1=C(C=O)C=CC=C1 2-[2-(4-fluorophenyl)ethynyl]Benzaldehyde